ClC=1N(N=C2C(N(CCC21)[C@@H]2C(N(C1=C(OC2)C=C2C(=C1)N=C(O2)C2CC2)C)=O)=O)CC2=CC=C(C=C2)F (S)-7-(3-chloro-2-(4-fluorobenzyl)-7-oxo-2,4,5,7-tetrahydro-6H-pyrazolo[3,4-c]pyridin-6-yl)-2-cyclopropyl-5-methyl-7,8-dihydro-oxazolo[4',5':4,5]benzo[1,2-b][1,4]oxazepin-6(5H)-one